C(C1=CC=CC=C1)SC1=C(C=C(C=C1)NC([C@H](CC1=CC=CC=C1)NC(C1=CC=C(C=C1)F)=O)=O)C (S)-N-(1-(4-(benzylthio)-3-methylphenylamino)-1-oxo-3-phenylpropan-2-yl)-4-fluorobenzamide